tert-butyl 3-[7-(8-ethyl-1-naphthyl)-8-fluoro-2-methylsulfonyl-pyrido[4,3-d]pyrimidin-4-yl]-3,8-diazabicyclo[3.2.1]octane-8-carboxylate C(C)C=1C=CC=C2C=CC=C(C12)C1=C(C=2N=C(N=C(C2C=N1)N1CC2CCC(C1)N2C(=O)OC(C)(C)C)S(=O)(=O)C)F